3-((2-(1,4-dimethyl-1H-pyrazol-5-yl)-5-fluoropyridin-4-yl)oxy)cyclobutane-1-carboxylic acid CN1N=CC(=C1C1=NC=C(C(=C1)OC1CC(C1)C(=O)O)F)C